4-[4-(ethylamino)-1-piperidyl]-N-(8-methoxy-2-methyl-imidazo[1,2-a]pyrazin-6-yl)-2-methyl-indazole-7-carboxamide C(C)NC1CCN(CC1)C=1C2=CN(N=C2C(=CC1)C(=O)NC=1N=C(C=2N(C1)C=C(N2)C)OC)C